BrC=1C(=CN2N=CN=C(C21)O[C@H](C(=O)OC)CC2=C(C=CC=C2)OCC2CC2)C2=CC=C(C=C2)F methyl (2S)-2-((5-bromo-6-(4-fluorophenyl)-pyrrolo[2,1-f][1,2,4]triazin-4-yl)oxy)-3-(2-(cyclopropylmethoxy)phenyl)propanoate